COC1=CC=C(C=C1)S(=O)(=O)CC1(C(C(N(C1)C1=CC=CC=C1)=O)=C)C 4-(((4-methoxyphenyl)sulfonyl)methyl)-4-methyl-3-methylene-1-phenylpyrrolidin-2-one